α,α,2-trifluoro-5-iodo-phenylpropionic acid FC(C(=O)O)(CC1=C(C=CC(=C1)I)F)F